C(C)NC(C)O (ethylamino)ethanol